3-(Difluoro(3-(4,4,5,5-tetramethyl-1,3,2-dioxaborolan-2-yl)-5-(trifluoromethyl)phenyl)methyl)-5-(4,4,5,5-tetramethyl-1,3,2-dioxaborolan-2-yl)benzoic acid FC(C=1C=C(C(=O)O)C=C(C1)B1OC(C(O1)(C)C)(C)C)(C1=CC(=CC(=C1)C(F)(F)F)B1OC(C(O1)(C)C)(C)C)F